C(C1=CC=CC=C1)OC1=CC=C2C(=C(C(=NC2=C1)Cl)C1CCOCC1)C1=CC(=NC=C1)C 7-benzyloxy-2-chloro-4-(2-methyl-4-pyridinyl)-3-tetrahydropyran-4-yl-quinoline